6-chloro-9,10-dimethacryloyloxy-1,2,3,4-tetrahydro-1,4-methanoanthracene ClC=1C=C2C(=C3C4CCC(C3=C(C2=CC1)OC(C(=C)C)=O)C4)OC(C(=C)C)=O